The molecule is an L-lysine derivative having a psicosyl group attached to the side-chain amino group. It is a L-lysine derivative and a non-proteinogenic L-alpha-amino acid. It derives from a D-psicose. It is a conjugate base of a psicosyllysine(1+). C(CCNCC(=O)[C@@H]([C@@H]([C@@H](CO)O)O)O)C[C@@H](C(=O)O)N